2-((tert-butyldimethylsilyl)oxy)-1-(3-fluoro-5-methoxyphenyl)ethan-1-one [Si](C)(C)(C(C)(C)C)OCC(=O)C1=CC(=CC(=C1)OC)F